1-(4-((4-bromophenyl)(phenyl)amino)phenyl)ethan-1-one BrC1=CC=C(C=C1)N(C1=CC=C(C=C1)C(C)=O)C1=CC=CC=C1